(S)-2-(3-(2-(4-((4-fluoro-3-methylphenyl)carbamoyl)-1,3,5-trimethyl-1H-pyrrol-2-yl)-2-oxoacetamido)pyrrolidin-1-yl)acetic acid FC1=C(C=C(C=C1)NC(=O)C=1C(=C(N(C1C)C)C(C(=O)N[C@@H]1CN(CC1)CC(=O)O)=O)C)C